C(C)N(C(=O)[C@H]1CN(C)[C@@H]2CC3=CNC4=CC=CC(C2=C1)=C34)CC N,N-diethyl-lysergamide